3-Fluoro-1-(4-(2-(propylamino)ethyl)benzyl)-2-(o-tolyl)-1H-indol-5-ol FC1=C(N(C2=CC=C(C=C12)O)CC1=CC=C(C=C1)CCNCCC)C1=C(C=CC=C1)C